N-[5-[3-[[(3R)-1-methylpyrrolidin-3-yl]methoxy]-4-pyridyl]pyrazolo[1,5-a]pyridin-2-yl]cyclopropanecarboxamide CN1C[C@@H](CC1)COC=1C=NC=CC1C1=CC=2N(C=C1)N=C(C2)NC(=O)C2CC2